6-methyl-2-(6-(((1S,3S)-3-((6-(trifluoromethyl)-1,2,4-triazin-3-yl)amino)cyclopentyl)amino)pyridin-3-yl)-2,3-dihydro-1H-pyrrolo[3,4-c]pyridin-1-one CC1=CC2=C(C=N1)CN(C2=O)C=2C=NC(=CC2)N[C@@H]2C[C@H](CC2)NC=2N=NC(=CN2)C(F)(F)F